tert-Butyl 3-(6-nitropyridin-3-yl)-2,5-dihydro-1H-pyrrole-1-carboxylate [N+](=O)([O-])C1=CC=C(C=N1)C=1CN(CC1)C(=O)OC(C)(C)C